isobutyl-zirconium trichloride [Cl-].[Cl-].[Cl-].C(C(C)C)[Zr+3]